2-(6-Chloro-4-(((2-hydroxycyclopentyl)amino)methyl)pyridin-2-yl)-6-(3-((4-methyl-4H-1,2,4-triazol-3-yl)methyl)oxetan-3-yl)isoindolin-1-one ClC1=CC(=CC(=N1)N1C(C2=CC(=CC=C2C1)C1(COC1)CC1=NN=CN1C)=O)CNC1C(CCC1)O